COC=1C=C(CCC2=NC=3N(C(N(C(C3N2)=O)CC#C)=O)CCCCP(O)(O)=O)C=CC1OC (4-(8-(3,4-Dimethoxyphenethyl)-2,6-dioxo-1-(prop-2-yn-1-yl)-1,2,6,7-tetrahydro-3H-purin-3-yl)butyl)phosphonic acid